FC1=CC=C(C=C1)C1=CC(=C(NC1=O)C#N)C1=NN(C=C1)C 5-(4-fluorophenyl)-3-(1-methyl-1H-pyrazol-3-yl)-6-oxo-1,6-dihydropyridine-2-carbonitrile